NC1=C2N=CN(C2=NC(=N1)Cl)[C@H]1[C@@H]([C@@H]([C@H](O1)CO[C@](CC1=CC=C(C=C1)C=1C(=CC=CC1)C(=O)O)(C1=CC=CC=C1)C(=O)O)O)O 4'-((R)-2-(((2R,3S,4R,5R)-5-(6-amino-2-chloro-9H-purin-9-yl)-3,4-dihydroxytetrahydrofuran-2-yl)methoxy)-2-carboxy-2-phenylethyl)-[1,1'-biphenyl]-2-carboxylic acid